Br.C1(CCCCCC1)N Cycloheptanamine Hydrobromide